(1S,2R,3R)-2-azido-3-(2-(2-fluorophenyl)-6-(1H-1,2,4-triazol-3-yl)-1H-imidazo[4,5-c]pyridin-1-yl)cyclohexan-1-amine N(=[N+]=[N-])[C@@H]1[C@H](CCC[C@H]1N1C(=NC=2C=NC(=CC21)C2=NNC=N2)C2=C(C=CC=C2)F)N